FC=1C=C(C=CC1)[C@@H]1N(CCC1)C=1C=CC=2N(N1)C(=CN2)C2=CC=CC(=N2)N2CCN(CC2)C2CCN(CC2)CC2=CC=C(C=C2)C2C(NC(CC2)=O)=O 3-(4-((4-(4-(6-(6-((R)-2-(3-fluorophenyl)pyrrolidin-1-yl)imidazo[1,2-b]pyridazin-3-yl)pyridin-2-yl)piperazin-1-yl)piperidin-1-yl)methyl)phenyl)piperidine-2,6-dione